(S)-1-(2-fluorophenyl)ethylamine hydrochloride Cl.FC1=C(C=CC=C1)[C@H](C)N